C1(CCCCCCCCCCCCC1)C(=O)OCCCCCC(CCCCCOC(=O)C1CCCCCCCCCCCCC1)O 6-Hydroxyundecane-1,11-diyl dicyclotetradecanecarboxylate